Ethyl 5-methoxy-1-(4-methoxybenzyl)-3-(3-(2,2,2-trichloroacetyl)ureido)-1H-indole-2-carboxylate COC=1C=C2C(=C(N(C2=CC1)CC1=CC=C(C=C1)OC)C(=O)OCC)NC(=O)NC(C(Cl)(Cl)Cl)=O